FC(C(=O)O)(F)F.N1(CCNCC1)C(COC1=CC=C(C=C1)C(F)(F)F)=O 1-(piperazin-1-yl)-2-(4-(trifluoromethyl)phenoxy)ethan-1-one trifluoroacetic acid salt